ClC=1C=C2C=CNC2=C(C1)Cl 5,7-dichloro-indole